5-azaspiro[4.5]decane-5-ium C1CCC[N+]12CCCCC2